N-(3-bromo-2,4-difluorophenyl)-2-methylpyridine-3-sulfonamide BrC=1C(=C(C=CC1F)NS(=O)(=O)C=1C(=NC=CC1)C)F